6-(8-bromo-2-(ethylsulfonyl)indolizin-3-yl)-3-(difluoromethyl)-7-methyl-7H-imidazo[4,5-c]pyridazine BrC1=CC=CN2C(=C(C=C12)S(=O)(=O)CC)C1=NC2=C(N=NC(=C2)C(F)F)N1C